OCCN(CCCCCCCC(=O)OCCCC(CCCCCC)CCCCCC)CCCCCCCC(=O)OCCCC(CCCCCC)CCCCCC bis(4-hexyldecyl) 8,8'-((2-hydroxyethyl) azanediyl)dioctanoate